2-({2-chloro-5-cyano-3-[(2S)-4-(2-hydroxyethyl)-2-methylpiperazin-1-yl]phenyl}amino)-4-(cyclopropylamino)pyrazolo[1,5-a][1,3,5]triazine-8-carbonitrile ClC1=C(C=C(C=C1N1[C@H](CN(CC1)CCO)C)C#N)NC1=NC=2N(C(=N1)NC1CC1)N=CC2C#N